C(CC=CCC)[Mg]I 3-hexenyl-magnesium iodide